2-(3-methylimidazo[1,5-a]pyridin-5-yl)-2-(3-(5-(5,6,7,8-tetrahydro-1,8-naphthyridin-2-yl)pentyloxy)azetidin-1-yl)acetic acid CC1=NC=C2N1C(=CC=C2)C(C(=O)O)N2CC(C2)OCCCCCC2=NC=1NCCCC1C=C2